OC[C@]1(N2[C@@H](C[C@@H](C1=O)CC2)C(F)(F)F)COC (1R,2S,4S,6S)-2-(hydroxymethyl)-2-(methoxymethyl)-6-(trifluoromethyl)quinuclidin-3-one